8-methyl-2-(pyrimidin-5-ylmethyl)-N-[(2S)-tetrahydro-furan-2-ylmethyl]-4,5-dihydro-2H-furo[2,3-g]indazole-7-carboxamide CC1=C(OC=2CCC3=CN(N=C3C21)CC=2C=NC=NC2)C(=O)NC[C@H]2OCCC2